NC=1C2=C(N=C(N1)SC)C(N(C2C2=C(C=CC(=C2)F)Cl)CC2=CC=C(C=C2)OC)=O 4-amino-5-(2-chloro-5-fluorophenyl)-6-(4-methoxybenzyl)-2-(methylthio)-5,6-dihydro-7H-pyrrolo[3,4-d]pyrimidin-7-one